tert-butyl (4-((2-(cyclobutylamino)pyridin-4-yl)oxy)-2-fluorophenyl)carbamate C1(CCC1)NC1=NC=CC(=C1)OC1=CC(=C(C=C1)NC(OC(C)(C)C)=O)F